1-(4-azido-5-fluoro-2-nitrophenyl)-4-methylpiperazine N(=[N+]=[N-])C1=CC(=C(C=C1F)N1CCN(CC1)C)[N+](=O)[O-]